4-amino-3-(4-chloro-2-(difluoromethoxy)phenyl)butanoic acid NCC(CC(=O)O)C1=C(C=C(C=C1)Cl)OC(F)F